ClC1=CC=C2C(=N1)N(C(N2C2=CC(=CC=C2)OC(F)F)=O)C(C)C 5-chloro-1-(3-(difluoromethoxy)phenyl)-3-isopropyl-1H-imidazo[4,5-b]pyridin-2(3H)-one